Cl.FC=1C=C(C=CC1)NC(=N)NC(=N)N 1-(3-fluorophenyl)biguanide hydrochloride